pentagalloyl-ribose dineopentyl-(1-trifluoromethylethyl)succinate C(C(C)(C)C)C(C(C(=O)O)C(C)C(F)(F)F)(C(=O)O)CC(C)(C)C.C(C1=CC(O)=C(O)C(O)=C1)(=O)C([C@]([C@]([C@](C=O)(O)C(C1=CC(O)=C(O)C(O)=C1)=O)(O)C(C1=CC(O)=C(O)C(O)=C1)=O)(O)C(C1=CC(O)=C(O)C(O)=C1)=O)(O)C(C1=CC(O)=C(O)C(O)=C1)=O